4-hydroxy-3'-fluoro-4'-methyl-[1,1'-biphenyl] OC1=CC=C(C=C1)C1=CC(=C(C=C1)C)F